CC1=NN(C(=C1)C)C=1NNC(=NN1)N1N=C(C=C1C)C 3,6-bis(3,5-dimethylpyrazole-1-yl)-1,2-dihydro-1,2,4,5-tetrazine